FC1=CC(=C(C=C1)NC1=C(C(=O)O)C=CC(=N1)C)C 2-((4-fluoro-2-methylphenyl)amino)-6-methylnicotinic acid